COC1=NC(=CC(=N1)N1CN(C2=CC(=CC=C2C1=O)C(F)(F)F)C1=C(C=C(C=C1)F)C)OC 3-(2,6-dimethoxy-pyrimidin-4-yl)-1-(4-fluoro-2-methylphenyl)-7-(trifluoromethyl)-2,3-dihydroquinazolin-4(1H)-one